C1(CC1)C1=NC2=C(C=C(C=C2C(=N1)N1CCC(CC1)C1=C(C=CC=C1)OC)N(CCO)C)F 2-((2-cyclopropyl-8-fluoro-4-(4-(2-methoxyphenyl)piperidin-1-yl)quinazolin-6-yl)(methyl)amino)ethanol